2-oxo-5-(4-(thiophen-2-ylmethoxy)phenyl)-6-(trifluoromethyl)-1,2-dihydropyridine-3-carboxamide O=C1NC(=C(C=C1C(=O)N)C1=CC=C(C=C1)OCC=1SC=CC1)C(F)(F)F